C(C)C(C(=O)OCCCCCCCCCCCCCCCC)CCCC cetyl alcohol (ethyl hexanoate)